6-(pyrazolo[1,5-a]pyridine-3-carbonyl)-N-(5-(trifluoromethyl)pyridin-3-yl)-4,5,6,7-tetrahydrothieno[2,3-c]pyridine-3-carboxamide N1=CC(=C2N1C=CC=C2)C(=O)N2CC1=C(CC2)C(=CS1)C(=O)NC=1C=NC=C(C1)C(F)(F)F